5-[1-methyl-3-[(1R)-2,2,2-trifluoro-1-(2-pyridyl)ethoxy]pyrazolo[3,4-c]pyridazin-5-yl]-1H-pyrimidine-2,4-dione CN1N=C(C=2C1=NN=C(C2)C=2C(NC(NC2)=O)=O)O[C@@H](C(F)(F)F)C2=NC=CC=C2